3'-amino-4'-nitro-6-(trifluoromethyl)-[1,1'-biphenyl] NC=1C=C(C=CC1[N+](=O)[O-])C1=CC=CC=C1C(F)(F)F